C1=C2C=CC3=CC=C(C=C13)C(=O)OC2=O naphthalene-2,7-dicarboxylic acid anhydride